C(CCC)C1(OC(C(O1)=O)C)CCCC 2,2-dibutyl-5-methyl-1,3-dioxolan-4-one